IC=1C=C(C(=NC1)N)C(F)(F)F 5-iodo-3-(trifluoromethyl)-2-pyridylamine